(1R,5S,9r)-7-Methyl-3-oxa-7-azabicyclo[3.3.1]nonan-9-yl (8-amino-7-fluoro-6-(8-methyl-2,3-dihydro-1H-pyrido[2,3-b][1,4]oxazin-7-yl)isoquinolin-3-yl)carbamate NC=1C(=C(C=C2C=C(N=CC12)NC(OC1[C@H]2COC[C@@H]1CN(C2)C)=O)C2=C(C1=C(OCCN1)N=C2)C)F